ClC=1C=C2C(=C(C(NC2=CC1)=O)C(\C=C\C=1C=C2C=NN(C2=CC1)CCC)=O)C1=CC=CC=C1 6-chloro-4-phenyl-3-[(E)-3-(1-propylindazol-5-yl)prop-2-enoyl]-1H-quinolin-2-one